4-bromo-2-(bromomethyl)-1-(trifluoromethyl)benzene BrC1=CC(=C(C=C1)C(F)(F)F)CBr